COC(=O)C=1C=C(C2=C(N(C(=N2)CN2C(CN(CC2)C2=NC(=CC=C2)Br)=O)C[C@H]2OCC2)C1)OC (S)-2-((4-(6-bromopyridin-2-yl)-2-oxopiperazin-1-yl)methyl)-4-methoxy-1-(oxetan-2-ylmethyl)-1H-benzimidazole-6-carboxylic acid methyl ester